S1C2=C(C=C1[C@@H](CC[C@@H]1[C@H]([C@H](C[C@H]1O[Si](C)(C)C(C)(C)C)O[Si](C)(C)C(C)(C)C)CCCCCCC(=O)O)O[Si](C)(C)C(C)(C)C)C=CC=C2 7-((1R,2R,3R,5S)-2-((R)-3-(benzo[b]thiophen-2-yl)-3-(tert-butyldimethylsilyloxy)propyl)-3,5-bis(tert-butyldimethylsilyloxy)cyclopentyl)heptanoic acid